F[C@@H]1[C@@H]2CC[C@H](C[C@H]1N(C=1N=CC(=NC1)C1=C(C=C(C=C1)C=1C=NNC1)O)C)N2 2-(5-(((1S,2R,3R,5R)-2-fluoro-8-azabicyclo[3.2.1]octan-3-yl)(methyl)amino)pyrazin-2-yl)-5-(1H-pyrazol-4-yl)phenol